C(C1=CC=CC=C1)N1C2=NC=NC(=C2N=C1C1=C(C(=C(OCCN2CCN(CC2)C(=O)OC(C)(C)C)C=C1)OC)Cl)OC1(CC1)C Tert-butyl 4-(2-(4-(9-benzyl-6-(1-methylcyclopropoxy)-9H-purin-8-yl)-3-chloro-2-methoxyphenoxy)ethyl)piperazine-1-carboxylate